NC1CC(C1)(C)NC(OC(C)(C)C)=O trans-tert-butyl N-(3-amino-1-methylcyclobutyl)carbamate